(E)-2-oxo-1-((1r,3r)-3-(4-oxo-3,5,7,8-tetrahydro-4H-thiopyrano[4,3-d]pyrimidin-2-yl)cyclobutyl)-2,3-dihydro-1H-benzo[d]imidazole-5-carbonitrile O=C1NC2=C(N1C1CC(C1)C=1NC(C3=C(N1)CCSC3)=O)C=CC(=C2)C#N